COC1=CC=C(C=C1)C=1OC(=C(N1)C=O)C1=CC=C(C=C1)[N+](=O)[O-] (2-(4-methoxyphenyl)-5-(4-nitrophenyl)Oxazol-4-yl)methanone